C1(CC1)C1=C(C(=NO1)C1=C(C=NC=C1Cl)Cl)/C=C/C1C2CN(CC12)C=1C=C2C(=CC(=NC2=CC1)C(=O)O)O[C@@H]1COCC1 6-(6-((E)-2-(5-cyclopropyl-3-(3,5-dichloropyridin-4-yl)isoxazol-4-yl)vinyl)-3-azabicyclo[3.1.0]hex-3-yl)-4-(((S)-tetrahydrofuran-3-yl)oxy)quinoline-2-carboxylic acid